CNS(=O)(=O)NCCNC(=O)C=1C=NC2=C(C=CC=C2C1)C1=CCC(CC1)C(F)(F)F N-(2-((N-methylsulfamoyl)amino)ethyl)-8-(4-(trifluoromethyl)cyclohex-1-en-1-yl)quinoline-3-carboxamide